C[C@]12CC[C@H](C[C@H]2C(CCC1)=C)C(CO)=C 2-((2R,4aR,8aS)-4a-Methyl-8-methylenedecahydronaphthalen-2-yl)prop-2-en-1-ol